CC1=CC(=C(C=C1O)O)C Dimethyl-resorcinol